C(CC)C1=CC(=C2C(=N1)CCC2)NC(=O)N2C=NC=C2 N-(2-propyl-6,7-dihydro-5H-cyclopenta[b]pyridin-4-yl)-1H-imidazole-1-carboxamide